7-bromo-5-(3,3-difluoropyrrolidin-1-yl)sulfonyl-1H-indazole BrC=1C=C(C=C2C=NNC12)S(=O)(=O)N1CC(CC1)(F)F